CC1(CC1)C(CC(=O)OCC)=O ethyl 3-(1-methylcyclopropyl)-3-oxopropanoate